CC1=C(C=CC=C1)NC(=O)NCCCOCCOCCOCCCNC(NC1=C(C=CC=C1)C)=O 1-(2-methylphenyl)-3-(3-{2-[2-(3-{[(2-methylphenyl)carbamoyl]-amino}propoxy)ethoxy]ethoxy}propyl)urea